(S)-5-(hydroxymethyl)-6-nitro-1-(1-(3-(trifluoromethoxy)phenyl)ethyl)quinoxalin-2(1H)-one OCC1=C2N=CC(N(C2=CC=C1[N+](=O)[O-])[C@@H](C)C1=CC(=CC=C1)OC(F)(F)F)=O